(2S,4S)-1-(tert-butoxycarbonyl)-4-(pyridin-3-yloxy)pyrrolidine-2-carboxylic acid C(C)(C)(C)OC(=O)N1[C@@H](C[C@@H](C1)OC=1C=NC=CC1)C(=O)O